5-bromo-3-(ethanesulfonyl)-2-[6-(trifluoromethyl)-1H-pyrrolo[3,2-b]pyridin-2-yl]pyridine methyl-2-oxo-1-(2-oxaspiro[3.5]nonan-7-yl)-1,2-dihydropyridine-3-carboxylate COC(=O)C=1C(N(C=CC1)C1CCC2(COC2)CC1)=O.BrC=1C=C(C(=NC1)C1=CC2=NC=C(C=C2N1)C(F)(F)F)S(=O)(=O)CC